NC(C(=O)OC1COC(C1O)N1C2=NC=NC(=C2N=C1)N)CCCCNC(=O)OCC1=CC=CC=C1 5-(6-amino-9H-purin-9-yl)-4-hydroxytetrahydrofuran-3-yl 2-amino-6-(((benzyloxy)carbonyl)amino)hexanoate